ClC=1C(=C(C(=CC1N1CC(CC1)(O)CN(C)C)F)S(=O)(=O)NC1=NC(=CC=C1)F)F 3-chloro-4-[3-[(dimethylamino)methyl]-3-hydroxy-pyrrolidin-1-yl]-2,6-difluoro-N-(6-fluoro-2-pyridyl)benzenesulfonamide